5-(2-((2R,5S)-2-(2-(1,5-dimethylpiperidin-3-yl)benzo[d]thiazol-5-yl)-5-methylpiperidin-1-yl)-2-oxoacetamido)-2-methoxynicotinamide CN1CC(CC(C1)C)C=1SC2=C(N1)C=C(C=C2)[C@@H]2N(C[C@H](CC2)C)C(C(=O)NC=2C=NC(=C(C(=O)N)C2)OC)=O